(S)-7-Isopropyl-4-((R)-3-(methylamino)pyrrolidin-1-yl)-7,8-dihydro-6H-pyrimido[5,4-b][1,4]oxazin-2-amine C(C)(C)[C@@H]1NC2=C(OC1)C(=NC(=N2)N)N2C[C@@H](CC2)NC